ClC1=C(C(=CC(=C1)O)O)C(=O)N1CC2=CC=CC(=C2C1)NC (2-chloro-4,6-dihydroxyphenyl)(4-(methylamino)isoindolin-2-yl)methanone